FC1=CC(=CC2=CN(N=C12)C)C=1SC2=C(N1)SC(=C2)[C@@H]2[C@@H](CNCC2)F 7-fluoro-5-{5-[(3S,4S)-3-fluoropiperidin-4-yl]thieno[2,3-d][1,3]thiazol-2-yl}-2-methylindazole